C(C)(C)(C)OC(=O)N1[C@@H](C[C@H](C1)F)C(NC=1C=NN(C1)C(C)C)=O (2S,4R)-4-fluoro-2-{[1-(propan-2-yl)-1H-pyrazol-4-yl]carbamoyl}-pyrrolidine-1-carboxylic acid tert-butyl ester